tert-butyl-dioxaborolan C(C)(C)(C)B1OOCC1